C(C)(C)(C)C1=NN2C(NC(C3=CC=CC=C23)=O)=C1 2-tert-butyl-pyrazolo[1,5-a]quinazolin-5(4H)-one